BrCC1=C(C=C(C(=O)N)C=C1)F 4-(bromomethyl)-3-fluorobenzamide